C(C1=CC=CC=C1)(=O)OC1=NN2C(N=C(C=C2)N2C(CCC2)C2=CC=CC=C2)=C1 5-(2-phenylpyrrolidin-1-yl)pyrazolo[1,5-a]pyrimidin-2-yl benzoate